COC1=CC(=C(C=C1OC)NC(=O)C1=NC2=CC=CC=C2N=C1)C(NC1=CC=C(C=C1)CCNCC=1C=C2C=NN(C2=CC1)C)=O N-(4,5-Dimethoxy-2-((4-(2-(N-((1-methyl-1H-indazol-5-yl)methyl)amino)ethyl)phenyl)carbamoyl)phenyl)-quinoxaline-2-carboxamide